(1S,5S,6R)-tert-butyl-5-(4-(3-fluorophenyl)-1H-1,2,3-triazol-1-yl)-7-oxa-3-azabicyclo[4.1.0]heptane-3-carboxylate C(C)(C)(C)OC(=O)N1C[C@@H]2O[C@@H]2[C@H](C1)N1N=NC(=C1)C1=CC(=CC=C1)F